O1C2=C(OCC1)C=C(C=C2)NC2=NC1=C(C=CC=C1C(=N2)NCCCO)C 3-((2-((2,3-dihydrobenzo[b][1,4]dioxin-6-yl)amino)-8-methylquinazolin-4-yl)amino)propan-1-ol